3-(5-(6-fluoroindoline-1-carbonyl)benzo[d]oxazol-2-yl)piperidine FC1=CC=C2CCN(C2=C1)C(=O)C=1C=CC2=C(N=C(O2)C2CNCCC2)C1